BrC=1C=C2C=CC(=NC2=C(C1)F)C12C3C4C5(C(C14)C2C53)C(C)=O 1-(4-(6-bromo-8-fluoroquinolin-2-yl)cuban-1-yl)ethan-1-one